FCC[C@@H](OC1=CC(=CC=C1)Cl)CBr 1-[(1R)-3-fluoro-1-(bromomethyl)propoxy]-3-chloro-benzene